C1(=CC=CC=C1)COC=1C=CC=C2C=C(NC12)CO (7-(phenylmethyloxy)-1H-indol-2-yl)methanol